OC=1C=C2OC=3C(CC(CC3C(C2=C(C1C(C(CC)C)=O)O)C(C)C)(C)C)(C)C 6,8-Dihydroxy-7-(2-methylbutyryl)-9-isopropyl-2,2,4,4-tetramethyl-4,9-dihydro-1H-xanthene